8-bromo-6-nitro-2',3',5',6'-tetrahydro-3H-spiro[benzo[b][1,4]oxazepine-2,4'-pyran]-4(5H)-one BrC=1C=C(C2=C(OC3(CCOCC3)CC(N2)=O)C1)[N+](=O)[O-]